(S)-3-(3-fluoro-4-methylphenyl)-N-(2-(3-hydroxyazetidine-1-carbonyl)-5-methoxyphenyl)-3-(1,2,4-thiadiazol-5-yl)pyrrolidine-1-carboxamide FC=1C=C(C=CC1C)[C@@]1(CN(CC1)C(=O)NC1=C(C=CC(=C1)OC)C(=O)N1CC(C1)O)C1=NC=NS1